N-[4-[(E)-3-(4-Hydroxyphenyl)prop-2-enoyl]phenyl]-N-nitrobenzenesulfonamide OC1=CC=C(C=C1)/C=C/C(=O)C1=CC=C(C=C1)N(S(=O)(=O)C1=CC=CC=C1)[N+](=O)[O-]